ClC=1C=C(C=CC1)C(C(OC(=O)N[C@H](C(=O)O)CC(F)F)C1=CC=CC=C1)(F)F (2S)-2-(((2-(3-chlorophenyl)-2,2-difluoro-1-phenylethoxy)carbonyl)amino)-4,4-difluorobutyric acid